methyl 4-(1-ethyl-4-(trifluoromethyl)-1H-imidazol-2-yl)-3-fluorobenzoate C(C)N1C(=NC(=C1)C(F)(F)F)C1=C(C=C(C(=O)OC)C=C1)F